ClS(=O)(=O)C1=C(C=C(C(=O)OC)C=C1)F methyl 4-(chlorosulfonyl)-3-fluorobenzoate